CC1(C(C(=CC=C1)CC)C)C 1,2-dimethyl-tolylethane